C(C)(C)(C)OC(=O)N1CCN(CC1)C1=C(C(N(C2=CC=C(N=C12)C#N)C)=O)C#N 4-(3,6-dicyano-1-methyl-2-oxo-1,2-dihydro-1,5-naphthyridin-4-yl)piperazine-1-carboxylic acid tert-butyl ester